2-oxabicyclo[1.1.0]Butane C12OC2C1